C1OCC12CN(C2)[C@@H]2[C@H](CCC2)OC=2C=C1CN(C(C1=CC2)=O)C2C(NC(CC2)=O)=O 3-(5-(((1S,2S)-2-(2-oxa-6-azaspiro[3.3]heptan-6-yl)cyclopentyl)oxy)-1-oxoisoindolin-2-yl)piperidine-2,6-dione